O1C(C=NC=C1)C=O [1,4]Oxazine-2-carbaldehyde